(3S)-3-{4,5-difluoro-2',4',6'-trimethyl-[1,1'-biphenyl]-3-yl}-3-[(2S)-4-methyl-2-[(1-methyl-2-oxo-1,2-dihydropyridin-3-yl)formamido]pentanamido]propanoic acid FC1=C(C=C(C=C1F)C1=C(C=C(C=C1C)C)C)[C@H](CC(=O)O)NC([C@H](CC(C)C)NC(=O)C=1C(N(C=CC1)C)=O)=O